(3R,4R)-4-(5-bromo-6-methoxy-2H-indazol-2-yl)-3-methylcyclohexanol BrC1=CC2=CN(N=C2C=C1OC)[C@H]1[C@@H](CC(CC1)O)C